N-(2-amino-5-chlorobenzyl)-1-cyclopropyl-6-fluoro-4-oxo-7-(1-piperazinyl)-1,4-dihydroquinoline-3-carboxamide NC1=C(CNC(=O)C2=CN(C3=CC(=C(C=C3C2=O)F)N2CCNCC2)C2CC2)C=C(C=C1)Cl